5-((tetrahydro-2H-pyran-4-yl)oxy)-1-tosyl-1H-pyrazol-3-amine O1CCC(CC1)OC1=CC(=NN1S(=O)(=O)C1=CC=C(C)C=C1)N